FC1=CC=CC=2C(=N[C@@H](C(NC21)=O)NC(=O)C=2C=NN1C2OCCC1)C1=CC=CC=C1 N-[(3S)-9-fluoro-2-oxo-5-phenyl-1,3-dihydro-1,4-benzodiazepin-3-yl]-6,7-dihydro-5H-pyrazolo[5,1-b][1,3]oxazine-3-carboxamide